4-(tert-butyl 6-((4-fluorobenzofuran-7-yl)methoxy)pyridin-2-yl)piperidine-1-carboxylate C(C)(C)(C)C=1C(=NC(=CC1)OCC1=CC=C(C=2C=COC21)F)C2CCN(CC2)C(=O)[O-]